(2S)-2-[9H-fluoren-9-ylmethoxycarbonylamino]-3-[4-(trifluoromethoxy)phenyl]propionic acid C1=CC=CC=2C3=CC=CC=C3C(C12)COC(=O)N[C@H](C(=O)O)CC1=CC=C(C=C1)OC(F)(F)F